C1(=CC=CC=C1)C1=CC=CC=C1 (S)-1,1-biphenyl